4-((5-amino-2-chloropyrimidin-4-yl)amino)tetrahydro-2H-thiopyran-4-carbonitrile NC=1C(=NC(=NC1)Cl)NC1(CCSCC1)C#N